CNC1=CC=2N(C=C1)C=C(N2)C=2C=NN(C2)C Methyl-[2-(1-methyl-1H-pyrazol-4-yl)-imidazo[1,2-a]pyridin-7-yl]-amine